C(#CC)C1C(CCCC1)NC([O-])=O 2-propynyl-cyclohexylcarbamat